FC(CN1CC(C1)[C@@H](C)NC(=O)C=1C=NC2=C(C=CC=C2C1)C1=CC=C(C=C1)C(F)(F)F)F (R)-N-(1-(1-(2,2-difluoroethyl)azetidin-3-yl)ethyl)-8-(4-(trifluoromethyl)phenyl)quinoline-3-carboxamide